4-(benzylthio)-7-chloro-8-fluoro-2-(((2R,7aS)-2-fluorohexahydro-1H-pyrrolizin-7a-yl)methoxy)pyrido[4,3-d]pyrimidine C(C1=CC=CC=C1)SC=1C2=C(N=C(N1)OC[C@]13CCCN3C[C@@H](C1)F)C(=C(N=C2)Cl)F